6-(1H-benzimidazol-1-yl)-N-((1R,2R,4S)-7-cyano-7-azabicyclo[2.2.1]heptan-2-yl)-3-pyridinecarboxamide N1(C=NC2=C1C=CC=C2)C2=CC=C(C=N2)C(=O)N[C@H]2[C@H]1CC[C@@H](C2)N1C#N